methyl (2S)-5-(3-aminopyridin-2-yl)-2-{[(tert-butoxy)carbonyl]amino}pentanoate NC=1C(=NC=CC1)CCC[C@@H](C(=O)OC)NC(=O)OC(C)(C)C